C1(C=CC=C1)[Ti](C1=C(C(=CC=C1F)N=C=O)F)(C1=C(C(=CC=C1F)N=C=O)F)C1C=CC=C1 Bis(cyclopentadienyl)bis[2,6-difluoro-3-isocyanatophenyl]titanium